BrC=1C=C(C(=C2CCCCC12)F)Cl 8-bromo-6-chloro-5-fluoro-1,2,3,4-tetrahydronaphthalene